ClS(=O)(=O)C1=C(C=C(C(=N1)C1CC1)NC(OC(C)(C)C)=O)F tert-butyl (6-(chlorosulfonyl)-2-cyclopropyl-5-fluoropyridin-3-yl)carbamate